ClC=1C=C(C=CC1)C1=C(NC=2C1=NC=CC2)C2=C(C=NC=C2)O[C@H]2CN(CC2)C(C#C)=O 1-[(3R)-3-({4-[3-(3-chlorophenyl)-1H-pyrrolo[3,2-b]pyridin-2-yl]pyridin-3-yl}oxy)pyrrolidin-1-yl]prop-2-yn-1-one